ClC1=CC=C(C(=N1)\N=C\1/NCCCC1)I 6-chloro-3-iodo-N-[(2Z)-piperidin-2-ylidene]pyridin-2-amine